(3R,4S,5S)-4-((S)-N,3-dimethyl-2-((1R,3S,4S)-2-methyl-2-azabicyclo[2.2.1]heptane-3-carboxamido)butanamido)-3-methoxy-5-methylheptanoic acid HCl salt Cl.CN(C([C@H](C(C)C)NC(=O)[C@H]1N([C@@H]2CC[C@H]1C2)C)=O)[C@H]([C@@H](CC(=O)O)OC)[C@H](CC)C